1-(2-(diethylamino)ethyl)-3-(4-(3-(3,5-dimethylisoxazol-4-yl)-5-methylphenoxy)-3,5-dimethylphenyl)urea C(C)N(CCNC(=O)NC1=CC(=C(C(=C1)C)OC1=CC(=CC(=C1)C)C=1C(=NOC1C)C)C)CC